CS(=O)CC1CN(C1)C(=O)OC(C)(C)C tert-Butyl 3-((methylsulfinyl)methyl)azetidine-1-carboxylate